4-acetyl-6-chloroisoquinolin-1(2H)-one C(C)(=O)C1=CNC(C2=CC=C(C=C12)Cl)=O